3-(5-((4-(3,3-Dimethylbutanoyl)-3-hydroxy-2-methylphenoxy)methyl)pyrazin-2-yl)benzenesulfonamide CC(CC(=O)C1=C(C(=C(OCC=2N=CC(=NC2)C=2C=C(C=CC2)S(=O)(=O)N)C=C1)C)O)(C)C